CN1N=NC(=C1NC(OCC1=C(C=CC(=C1)F)Cl)=O)C1=NC(=C(C=C1)NS(=O)(=O)C)C 2-chloro-5-fluorobenzyl (1-methyl-4-(6-methyl-5-(methylsulfonamido) pyridin-2-yl)-1H-1,2,3-triazol-5-yl)carbamate